C12C=C(CC(CC1)N2)C2=C(C=C1C(=NN(C1=C2)C)N2C(NC(CC2)=O)=O)F 1-(6-(8-azabicyclo[3.2.1]oct-2-en-3-yl)-5-fluoro-1-methyl-1H-indazol-3-yl)dihydropyrimidine-2,4(1H,3H)-dione